C(C)(C)(C)OC(=O)C1=CC=C(C=C1)C1=C(CCN(C1)C(=O)OC(C)(C)C)C(=O)OCC (tert-butyl) 4-ethyl 5-(4-(tert-butoxycarbonyl)phenyl)-3,6-dihydropyridine-1,4(2H)-dicarboxylate